2,6-dichloro-4-(3,3-difluoroazetidin-1-yl)pyridine ClC1=NC(=CC(=C1)N1CC(C1)(F)F)Cl